(1R,3R,5R)-N-((R)-(2,5-difluoro-4-(trifluoromethyl)phenyl)(3-hydroxy-3-methylcyclobutyl)methyl)-2-(3-(methylsulfonyl)benzoyl)-2-azabicyclo[3.1.0]hexane-3-carboxamide FC1=C(C=C(C(=C1)C(F)(F)F)F)[C@H](NC(=O)[C@@H]1N([C@@H]2C[C@@H]2C1)C(C1=CC(=CC=C1)S(=O)(=O)C)=O)C1CC(C1)(C)O